4-((2S,6S)-4-(4-(2-(2-aminopyridin-3-yl)-5-phenyl-3H-imidazo[4,5-b]pyridin-3-yl)benzyl)-2,6-dimethylpiperazin-1-yl)-1,3,5-triazine-2-carbonitrile NC1=NC=CC=C1C1=NC=2C(=NC(=CC2)C2=CC=CC=C2)N1C1=CC=C(CN2C[C@@H](N([C@H](C2)C)C2=NC(=NC=N2)C#N)C)C=C1